NC1=C2C(=NC=N1)N(N=C2C=2C=CC1=C(N=C(O1)N)C2)CC2CCNCC2 5-(4-amino-1-(piperidin-4-ylmethyl)-1H-pyrazolo[3,4-d]pyrimidin-3-yl)benzo[d]oxazol-2-amine